NC1=C(N(C(N(C1=O)CC)=O)CC)NC(\C=C\C1=CC(=C(C=C1)OC)OCF)=O (E)-N-(5-amino-1,3-diethyl-2,6-dioxo-1,2,3,6-tetrahydropyrimidin-4-yl)-3-(3-(fluoromethoxy)-4-methoxyphenyl)acrylamide